BrC1=CC=C2C=3C(C4=C(C(C3NC2=C1)(C)C)C=C(C(=C4)CC)N4CCN(CC4)C(=O)OC(C)(C)C)=O tert-butyl 4-(3-bromo-9-ethyl-6,6-dimethyl-11-oxo-6,11-dihydro-5H-benzo[b]carbazol-8-yl)piperazine-1-carboxylate